5-[2-methyl-8-(trifluoromethyl)imidazo[1,2-a]pyridin-6-yl]-2-[6-(1-methylazetidin-3-yl)pyridazin-3-yl]phenol trifluoroacetate salt FC(C(=O)O)(F)F.CC=1N=C2N(C=C(C=C2C(F)(F)F)C=2C=CC(=C(C2)O)C=2N=NC(=CC2)C2CN(C2)C)C1